(S)-1-(4-methyl-5-((3-methylpiperazin-1-yl)methyl)benzo[d]isoxazol-3-yl)dihydropyrimidine-2,4(1H,3H)-dione hydrochloride Cl.CC1=C(C=CC2=C1C(=NO2)N2C(NC(CC2)=O)=O)CN2C[C@@H](NCC2)C